hexadecylnonyl glycidyl ether C(C1CO1)OC(CCCCCCCC)CCCCCCCCCCCCCCCC